CC1=C(C=CC(=C1C=1C=C2C(=NC1)NC(=N2)C=2C=NC(=NC2)C)C)O 2,4-dimethyl-3-(2-(2-methylpyrimidin-5-yl)-3H-imidazo[4,5-b]pyridin-6-yl)phenol